COC(=O)C1=NC(=CC=C1C=1C(=CC=2C=3C(COC2C1)=CSC3)C(=O)O)C(NCCC)=O 7-(2-(methoxycarbonyl)-6-(propylcarbamoyl)pyridin-3-yl)-4H-thieno[3,4-c]chromene-8-carboxylic acid